C1(CC1)N1C(C2=C(C=C1C(F)(F)F)N=C(N2C)C2=C(C=C(C=N2)OC(C#N)(C)C)[S@](=O)CC)=O 2-[[6-[5-cyclopropyl-3-methyl-4-oxo-6-(trifluoromethyl)imidazo[4,5-c]pyridin-2-yl]-5-[(R)-ethylsulfinyl]-3-pyridyl]oxy]-2-methyl-propanenitrile